FC=1C=C(C=C(C1C=1C=C2C(=CN1)NN=C2C=2C=NC(=CC2)N2CCOCC2)C(F)(F)F)CNC (3-fluoro-4-(3-(6-morpholinopyridin-3-yl)-1H-pyrazolo[3,4-c]pyridin-5-yl)-5-(trifluoromethyl)phenyl)-N-methylmethanamine